1,2-dimercaptopropylmethyl ether SC(C(C)S)OC